1-((S)-1-(3-chlorophenyl)ethyl)-N5-((1R,2R)-2-(hydroxymethyl)cyclopropyl)-N3-methyl-1H-pyrazole-3,5-dicarboxamide ClC=1C=C(C=CC1)[C@H](C)N1N=C(C=C1C(=O)N[C@H]1[C@@H](C1)CO)C(=O)NC